CC1=NC(=CC=C1O[C@@H]1C[C@@H](CCC1)C(=O)OC)C=1N=NN(C1COC(=O)OC1=CC=C(C=C1)[N+](=O)[O-])C Methyl (1R,3S)-3-((2-methyl-6-(1-methyl-5-((((4-nitrophenoxy)carbonyl)oxy) methyl)-1H-1,2,3-triazol-4-yl)pyridin-3-yl)oxy)cyclohexane-1-carboxylate